OC=1C=C(CC2CN(C2)C(C)=O)C=C(C1[C@@H]1C=CC[C@H]1C(=C)C)O 1-(3-(3,5-dihydroxy-4-((1R,5R)-5-(prop-1-en-2-yl)cyclopent-2-en-1-yl)benzyl)azetidin-1-yl)ethan-1-one